O1COC2=C1C=CC=C2CNCC2=CC=CC=C2 N-(1,3-benzodioxol-4-ylmethyl)-1-phenyl-methanamin